COC1=CC=2C(=C3C(=NC2C=C1COCCN1CCCC1)CCC3)N[C@@H]3CN(CCOC3)C (6R)-N-(7-methoxy-6-{[2-(pyrrolidin-1-yl)ethoxy]methyl}-1H,2H,3H-cyclopenta[b]quinolin-9-yl)-4-methyl-1,4-oxazepan-6-amine